ClC=1C=C(C(=O)O)C=C(C1)S(=O)(=O)C1=CC=NC=C1 3-chloro-5-(4-pyridylsulfonyl)benzoic acid